tert-butyl (2S)-2-(7-chloro-1,1-dioxido-4-oxo-4,5-dihydrobenzo[f][1,2,5]thiadiazepin-2(3H)-yl)-3-(6-fluoro-2,3-dimethylphenyl)butanoate ClC=1C=CC2=C(NC(CN(S2(=O)=O)[C@H](C(=O)OC(C)(C)C)C(C)C2=C(C(=CC=C2F)C)C)=O)C1